2-Cyclopentyl-N-(2-bromo-6-trifluoromethyl-4-morpholin-4-yl-phenyl)-acetamide C1(CCCC1)CC(=O)NC1=C(C=C(C=C1C(F)(F)F)N1CCOCC1)Br